6-(3-cyclopropyl-3-fluoroazetidin-1-yl)quinoline-4-carboxylic acid C1(CC1)C1(CN(C1)C=1C=C2C(=CC=NC2=CC1)C(=O)O)F